tris(triphenylphosphine) silver (I) nitrate [N+](=O)([O-])[O-].[Ag+].C1(=CC=CC=C1)P(C1=CC=CC=C1)C1=CC=CC=C1.C1(=CC=CC=C1)P(C1=CC=CC=C1)C1=CC=CC=C1.C1(=CC=CC=C1)P(C1=CC=CC=C1)C1=CC=CC=C1